C1(=CC=C(C=C1)C1=NC(=CC(=C1)OC)C1=CC=C(C=C1)C)C 2,6-di-p-tolyl-4-methoxypyridine